COC1=C(C=CC(=C1)O)C1=CC=CC=C1 methoxy-[1,1'-biphenyl]-4-ol